NC1=NNC2=C(C=C(C=C12)C1=CC(=NC=C1)NC(OC)=O)C1=CC=CC=C1 Methyl (4-(3-amino-7-phenyl-1H-indazol-5-yl)pyridin-2-yl)carbamate